({[(2R,3S,4R,5R)-5-(6-chloro-4-{[(1S)-1-(4-fluorophenyl)ethyl]amino}-1H-pyrazolo[3,4-d]pyrimidin-1-yl)-3,4-dihydroxyoxolan-2-yl]methoxy}methyl)phosphonic acid ClC1=NC(=C2C(=N1)N(N=C2)[C@H]2[C@@H]([C@@H]([C@H](O2)COCP(O)(O)=O)O)O)N[C@@H](C)C2=CC=C(C=C2)F